N-monomethylaniline CNC1=CC=CC=C1